[Cl-].NC1=NC=C(C(=N1)C(F)F)C1=NC(=NC(=N1)N1CCOCC1)N1CCN(CC1)C(C[NH2+]C)=O 2-(4-(4-(2-amino-4-(difluoromethyl)pyrimidin-5-yl)-6-morpholino-1,3,5-triazin-2-yl)piperazin-1-yl)-N-methyl-2-oxoethan-1-aminium chloride